bromo-N-methyl-N-phenyl-[1,2,4]triazolo[4,3-a]quinazolin-5-amine BrC1=NN=C2N1C1=CC=CC=C1C(=N2)N(C2=CC=CC=C2)C